normal butylbenzene C(CCC)C1=CC=CC=C1